methyl 4-bromo-3-fluoro-2-[(2,2,2-trichloroacetyl)carbamoylamino]-5-(trifluoromethoxy)benzoate BrC1=C(C(=C(C(=O)OC)C=C1OC(F)(F)F)NC(NC(C(Cl)(Cl)Cl)=O)=O)F